S1C(=CC=C1)C=1SC(=C(C1[N+](=O)[O-])[N+](=O)[O-])C=1SC=CC1 2,5-bis(2-thienyl)-3,4-dinitrothiophene